5-[2-(2-{[(4-methoxyphenyl)(methyl)oxo-λ6-sulfanylidene]amino}phenyl)ethynyl]pyridine-2-carboxylic acid COC1=CC=C(C=C1)S(=O)(C)=NC1=C(C=CC=C1)C#CC=1C=CC(=NC1)C(=O)O